FC=1N=C(N2C1C(=CC(=C2)C2CN(C2)CC2CCC(CC2)NS(=O)(=O)CC)C2=C(C=C(C=C2)F)C(=O)N2[C@@H](COCC2)C)C N-[(1r,4r)-4-{[3-(1-fluoro-8-{4-fluoro-2-[(3R)-3-methylmorpholine-4-carbonyl]phenyl}-3-methylimidazo[1,5-a]pyridin-6-yl)azetidin-1-yl]methyl}cyclohexyl]ethane-1-sulfonamide